(4-dimethylamino-1,2-phenylene)bis(phenylsulfane) CN(C1=CC(=C(C=C1)SC1=CC=CC=C1)SC1=CC=CC=C1)C